NC1=NC=NC=2NC3=CC=C(C=C3C21)NC(OC)=O methyl (4-amino-9H-pyrimido[4,5-b]indol-6-yl)carbamate